1-{[(2S,3S)-3-(2-chlorophenyl)-2-(2,4-difluorophenyl)oxiran-2-yl]Methyl}-1H-1,2,4-triazol-5-yl thiocyanate ClC1=C(C=CC=C1)[C@H]1[C@](O1)(C1=C(C=C(C=C1)F)F)CN1N=CN=C1SC#N